3-(4-((12-(4-(4-((R)-3-(4-amino-3-(4-phenoxyphenyl)-1H-pyrazolo[3,4-d]pyrimidin-1-yl)piperidin-1-yl)-4-oxobutyl)piperazin-1-yl)dodecyl)thio)-1-oxoisoindoline-2-yl)piperidine-2,6-dione NC1=C2C(=NC=N1)N(N=C2C2=CC=C(C=C2)OC2=CC=CC=C2)[C@H]2CN(CCC2)C(CCCN2CCN(CC2)CCCCCCCCCCCCSC2=C1CN(C(C1=CC=C2)=O)C2C(NC(CC2)=O)=O)=O